5-((4-Acetylpiperazin-1-yl)methyl)pyridin C(C)(=O)N1CCN(CC1)CC=1C=CC=NC1